potassium octacyanomolybdenum (IV) C(#N)[Mo-4](C#N)(C#N)(C#N)(C#N)(C#N)(C#N)C#N.[K+].[K+].[K+].[K+]